C1CC12CN(C2)C2=CC=1C(N=C2)=NN(C1)C=1C=C(C=CC1F)NC(=O)[C@@H]1[C@H](C1)F (1R,2S)-N-[3-(5-{5-azaspiro[2.3]hex-5-yl}-2H-pyrazolo[3,4-b]pyridin-2-yl)-4-fluorophenyl]-2-fluorocyclopropane-1-carboxamide